C(C=C)OCC(C)OC(COC=1C=CC(=C2C=CC=NC12)Cl)=O (5-Chloro-8-quinolinoxy)-acetic acid-1-allyloxy-prop-2-yl ester